CN1C(N(C=2C1=NC=C(C2)C=2SC(=CC2)C(F)(F)F)CC(N2CCCC2)=O)=O 3-methyl-1-(2-oxo-2-pyrrolidin-1-yl-ethyl)-6-[5-(trifluoromethyl)-2-thienyl]imidazo[4,5-b]pyridin-2-one